CC1=CC=CC=2N(N=NC21)CN(CCO)CCO 2,2'-{[(4-methyl-1H-benzotriazole-1-yl)methyl]imino}diethanol